C1CCN2C[C@@H]3C[C@H]([C@H]2C1)CN4[C@H]3CCCC4 (+)-Spartein